[Si](C)(C)(C(C)(C)C)O[C@H]1C[C@@H](O[C@]1(C#C)CO[Si](C)(C)C(C)(C)C)N1C=CC2=C1N=C(N=C2NC(CCCCCCCCCCC)=O)Cl N-(7-((2R,4S,5R)-4-((tert-butyldimethylsilyl)oxy)-5-(((tert-butyldimethylsilyl)oxy)methyl)-5-ethynyltetrahydrofuran-2-yl)-2-chloro-7H-pyrrolo[2,3-d]pyrimidin-4-yl)dodecanamide